tert-butyl ((1R,3R)-3-(4-(3-(1,2,4-oxadiazol-3-yl)-5-(trifluoromethyl)pyridin-2-yl)piperazine-1-carbonyl)cyclobutyl)carbamate O1N=C(N=C1)C=1C(=NC=C(C1)C(F)(F)F)N1CCN(CC1)C(=O)C1CC(C1)NC(OC(C)(C)C)=O